C[C@@H]1N(C[C@H](N(C1)C(C)C=1C=C2N=CC=NC2=CC1)C)C=1C=2N(N(C(C1)=O)C)C=C(N2)C(C)OC 8-((2S,5R)-2,5-dimethyl-4-(1-(quinoxalin-6-yl)ethyl)piperazin-1-yl)-2-(1-methoxyethyl)-5-methylimidazo[1,2-b]pyridazin-6(5H)-one